dimethylenediphenol sodium [Na].C1(=C(C=CC=C1)CCC1=C(C=CC=C1)O)O